C(CCCCC)(=O)OCCCCCCCCCCCCCCCCCCCC eicosyl hexanoate